(R and S)-1-cyclobutyl-4-(1-(5-phenylpyrimidin-2-yl)ethyl)piperazine-2,3-dione C1(CCC1)N1C(C(N(CC1)[C@H](C)C1=NC=C(C=N1)C1=CC=CC=C1)=O)=O |r|